(2-amino-6-(3-fluoro-2-(2-fluoroethoxy)phenyl)imidazo[1,2-a]pyridin-3-yl)((1R,2R)-2-fluorocyclopropyl)methanone NC=1N=C2N(C=C(C=C2)C2=C(C(=CC=C2)F)OCCF)C1C(=O)[C@@H]1[C@@H](C1)F